2-Butoxy-N-cyclopentyl-5,6,7,8-tetrahydropyrido[3,2-d]pyrimidin-4-amine C(CCC)OC=1N=C(C2=C(N1)CCCN2)NC2CCCC2